BrC=1C=C2C(=CNC2=CC1)CCCNS(=O)(=O)C1=CC=C(C=C1)OCCCBr N-(3-(5-bromo-1H-indol-3-yl)propyl)-4-(3-bromopropyloxy)benzenesulfonamide